1-(1-Aminoisochinolin-4-yl)-N-(5-chloro-2-methyl-6-(1-methyl-1H-pyrazol-3-yl)pyridin-3-yl)-5-(trifluoromethyl)-1H-pyrazol-4-carboxamid NC1=NC=C(C2=CC=CC=C12)N1N=CC(=C1C(F)(F)F)C(=O)NC=1C(=NC(=C(C1)Cl)C1=NN(C=C1)C)C